C(C)(C)C1=CC=C(C=C1)CO (4-isopropyl-phenyl)methanol